ClC1=C(C(=O)NC2=CC=C(O\N=C\[C@]3([C@@H](N4C(C[C@H]4S3(=O)=O)=O)C(=O)OC(C3=CC=CC=C3)C3=CC=CC=C3)C)C=C2)C=CC(=C1O)O (2S,3R,5R)-benzhydryl 3-((E)-((4-(2-chloro-3,4-dihydroxybenzamido)phenoxy)imino)methyl)-3-methyl-7-oxo-4-thia-1-azabicyclo[3.2.0]heptane-2-carboxylate 4,4-dioxide